OC12CCC(CC1)CC2 4-hydroxybicyclo[2.2.2]octan